triphenylsulfonium 1,3-propanedisulfonate C(CCS(=O)(=O)[O-])S(=O)(=O)[O-].C1(=CC=CC=C1)[S+](C1=CC=CC=C1)C1=CC=CC=C1.C1(=CC=CC=C1)[S+](C1=CC=CC=C1)C1=CC=CC=C1